1-(2-hydroxyethyl)-7-(2-methyl-4-(6-(trifluoromethyl)quinazolin-2-yl)phenyl)-6,7-dihydro-1H-pyrazolo[3,4-f][1,4]oxazepin-8(5H)-one OCCN1N=CC2=C1C(N(CCO2)C2=C(C=C(C=C2)C2=NC1=CC=C(C=C1C=N2)C(F)(F)F)C)=O